ClC1=CC(=C(COC2=CC=CC(=N2)C2=CC(=C(CC3N=C4C=CC(=CC4=C3CC3OCC3)C(=O)O)C=C2)F)C=C1)F 2-(4-(6-(4-Chloro-2-fluorobenzyloxy)pyridin-2-yl)-2-fluorobenzyl)-3-(oxetan-2-ylmethyl)-2H-indole-5-carboxylic acid